NCC1=C(C=CC(=N1)NC=1C=CC(=C2CNC(C12)=O)C1=CN=C2N1C=CC(=C2)F)[C@@H]2COCC2 (R)-7-((6-(aminomethyl)-5-(tetrahydrofuran-3-yl)pyridin-2-yl)amino)-4-(7-fluoro-imidazo[1,2-a]pyridin-3-yl)isoindolin-1-one